CN1C=NC2=C1C=C(C(=C2)C2=CC=CN1C(=CC=C21)C(=O)N2CCC(CC2)NC(OC(C)(C)C)=O)C tert-Butyl N-{1-[8-(1,6-dimethyl-1H-1,3-benzodiazol-5-yl)indolizine-3-carbonyl]piperidin-4-yl}carbamate